2-[4-(2-fluoranylethyl)-1-piperidyl]pyrimido[1,2-a]benzimidazole FCCC1CCN(CC1)C1=NC2=NC3=C(N2C=C1)C=CC=C3